1,16-dibromo-8-hexadecene BrCCCCCCCC=CCCCCCCCBr